(2,4-dimethoxy-benzyl)-5-oxo-2-phenyl-3-p-toluenesulfonyl-pyrrolidine-3-carboxylic acid methyl ester COC(=O)C1(C(N(C(C1)=O)CC1=C(C=C(C=C1)OC)OC)C1=CC=CC=C1)S(=O)(=O)C1=CC=C(C)C=C1